S1C=NC2=C1C=1C=CC(=CC1OC2)C(C)C(=O)N[C@H]2N(C[C@@H](C2)O)C([C@H](C(C)(C)C)NC(OC(C)(C)C)=O)=O tert-Butyl ((2S)-1-((2S,4R)-2-((1-(4H-chromeno[3,4-d]thiazol-7-yl)ethyl)formamido)-4-hydroxypyrrolidin-1-yl)-3,3-dimethyl-1-oxobutan-2-yl)carbamate